C(C)(C)(C)NC1=NC(=NC(=N1)NC1=CC(=CC(=C1)S(=O)(=O)C)F)C1=NC(=CC=C1)C(F)(F)F tert-Butyl-N'-(3-fluoro-5-methanesulfonyl-phenyl)-6-(6-trifluoromethyl-pyridin-2-yl)-[1,3,5]triazine-2,4-diamine